N-(2-(2,6-dioxo-piperidin-3-yl)-1-oxoisoindolin-5-yl)-4-(trifluoro-methyl)benzene-sulfonamide O=C1NC(CCC1N1C(C2=CC=C(C=C2C1)NS(=O)(=O)C1=CC=C(C=C1)C(F)(F)F)=O)=O